O1NOC2=C1C=CC(=C2)CC(CC(C)NCC)N 5-(benzo[d][1,3]dioxazol-5-yl)-N-ethylpentane-2,4-diamine